FC1=C(C=CC(=C1)F)S(=O)(=O)Cl 2,4-difluoro-benzene-1-sulfonyl chloride